(5-chloro-3-ethylimidazol-4-yl)methanol ClC1=C(N(C=N1)CC)CO